ClC=1C=C(C(=NC1)NC(=O)N[C@H]1C(N(CCC1)C1=C(C=C(C=C1F)C1=C(C=CC=C1)P(=O)(C)C)F)=O)F 1-(5-Chloro-3-fluoropyridin-2-yl)-3-[(3R)-1-[2'-(dimethylphosphoryl)-3,5-difluoro-[1,1'-biphenyl]-4-yl]-2-oxopiperidin-3-yl]urea